trans-1,2,3-trimethoxy-5-[3-methoxy-1-propenyl]-benzene COC1=C(C(=CC(=C1)\C=C\COC)OC)OC